2-((3R,4R)-3-hydroxy-4-((R)-5H-imidazo[5,1-a]isoindol-5-yl)piperidin-1-yl)acetonitrile O[C@H]1CN(CC[C@@H]1[C@H]1N2C(C3=CC=CC=C13)=CN=C2)CC#N